ClC1=C(C=CC=C1)CC(=O)NC1=CC(=C(C=C1)N1C(C(=CC(=C1)Cl)Cl)=O)S(N)(=O)=O 2-(2-chlorophenyl)-N-[4-(3,5-dichloro-2-oxopyridin-1(2H)-yl)-3-sulfamylphenyl]acetamide